2-(4-(4-(benzyloxy)-3-isopropylbenzyl)-3,5-dichlorophenoxy)-2,2-difluoroacetyl chloride C(C1=CC=CC=C1)OC1=C(C=C(CC2=C(C=C(OC(C(=O)Cl)(F)F)C=C2Cl)Cl)C=C1)C(C)C